OC1=C(C=C(C=C1C(NCC(C(C(C(CO)O)O)O)O)=O)C)CN1CCN(CCN(CC1)CC1=C(C(=CC(=C1)C)C(NCC(C(C(C(CO)O)O)O)O)=O)O)CC=1C(=C(C(=O)NCC(C(C(C(CO)O)O)O)O)C=C(C1)C)O 3-{[4,7-bis({2-hydroxy-5-methyl-3-[(2,3,4,5,6-pentahydroxyhexyl)carbamoyl]phenyl}methyl)-1,4,7-triazonan-1-yl]methyl}-2-hydroxy-5-methyl-N-(2,3,4,5,6-pentahydroxyhexyl)benzamide